COC(=O)C=1C(=CC2=C(N=CS2)C1)NC(=O)C1=NC=CC=C1 6-(pyridine-2-carbonylamino)-1,3-benzothiazole-5-carboxylic acid methyl ester